1-(3-(benzyloxy)-5-bromopyridin-2-yl)-2-bromoethan-1-one C(C1=CC=CC=C1)OC=1C(=NC=C(C1)Br)C(CBr)=O